CC(CCNC(NCCC(C)(C)N)=O)(N)C bis(dimethyl-aminopropyl)urea